Methyl-5-(5-{(1S)-1-[3-(Methylsulfonyl)-5-(trifluoromethyl)benzamido]ethyl}-1H-1,2,4-triazol-1-yl)pyrazin CC1=NC=C(N=C1)N1N=CN=C1[C@H](C)NC(C1=CC(=CC(=C1)C(F)(F)F)S(=O)(=O)C)=O